(2R,3S)-3-cyclopropylaziridine-2-carboxylic acid C1(CC1)[C@H]1[C@@H](N1)C(=O)O